4-(1-Cyclohexyl-2-hydroxy-ethyl)piperazine C1(CCCCC1)C(CO)N1CCNCC1